[Na].[Na].[Na] sodium disodium salt